methylphosphonic acid dipotassium salt [K+].[K+].CP([O-])([O-])=O